CC=1C(=NC=CC1C#N)O[C@H]1CN([C@@H](CC1)C)C(=O)C1=C(C=CC=C1)C1=NC(=NO1)C 3-methyl-2-{[(3R,6R)-6-methyl-1-{[2-(3-methyl-1,2,4-oxadiazol-5-yl)phenyl]carbonyl}piperidin-3-yl]oxy}pyridine-4-carbonitrile